C(C)(C)(C)OC(=O)N1CC2=C(SC=3N=CN=C(C32)Cl)CC1 4-chloro-7,8-dihydropyrido[3',4':4,5]thieno[2,3-d]pyrimidine-6(5H)-carboxylic acid tert-butyl ester